C(C1=CC=CC=C1)(C1=CC=CC=C1)(C1=CC=CC=C1)N[C@@H](CC(N)=O)C(=O)O trityl-L-asparagine